5-methoxy-2-(4-methoxy-4-oxobutanoylamino)benzoic acid methyl ester COC(C1=C(C=CC(=C1)OC)NC(CCC(=O)OC)=O)=O